C(CCCC)O[Si]([O-])([O-])[O-] amylorthosilicate